FC=1C=NC=CC1CC(COC(=O)C1CC(CC1)(F)F)=O 3-(3-fluoropyridin-4-yl)-2-oxopropyl-3,3-difluorocyclopentane-1-carboxylate